C(#N)[C@H]1N(CCC1)C(CN1C[C@H](CC1)NC(=O)C=1C=CC=C2C1C=CO2)=O N-((S)-1-(2-((S)-2-Cyanopyrrolidin-1-yl)-2-oxoethyl)pyrrolidin-3-yl)benzofuran-4-carboxamid